C1(CC1)S(=O)(=O)NC=1SC=C(N1)C(C)(C)NC(C1=C(C=C(C=C1)C1=NC(=CN=C1)OCC)F)=O N-(2-(2-(cyclopropanesulfonamido)thiazol-4-yl)propan-2-yl)-4-(6-ethoxypyrazin-2-yl)-2-fluorobenzamide